2-(5-fluoro-3-pyridinyl)-N8,N8-dimethyl-N4-[(3R)-2,3,4,9-tetrahydro-1H-carbazol-3-yl]Pyrazolo[1,5-a][1,3,5]Triazine-4,8-diamine FC=1C=C(C=NC1)C1=NC=2N(C(=N1)N[C@@H]1CCC=3NC4=CC=CC=C4C3C1)N=CC2N(C)C